2-(6-methoxypyridin-3-yl)acetamide hydrochloride Cl.COC1=CC=C(C=N1)CC(=O)N